C(C)(C)(C)OC(=O)N1[C@H]([C@@H](NCC1)C1=CC(=CC(=C1)Cl)Br)C trans-tert-butyl-3-(3-bromo-5-chlorophenyl)-2-methylpiperazine-1-carboxylate